ClC1=C(C(=NC=C1)[C@@H](C1(CCCC1)C)NC1=C(C(C1=O)=O)NC1=C(C(=NC=C1)C(=O)N(C)C)O)C (R)-4-((2-(((4-chloro-3-methylpyridin-2-yl)(1-methylcyclopentyl)methyl)amino)-3,4-dioxocyclobut-1-en-1-yl)amino)-3-hydroxy-N,N-dimethylpicolinamide